1,6-di-(triethoxy-silyl)-hexane C(C)O[Si](CCCCCC[Si](OCC)(OCC)OCC)(OCC)OCC